CN1N=CC2=CC(=CC=C12)C(=O)NC(C(=O)O)CCCCCCCC1=NC=2NCCCC2C=C1 2-(1-methyl-1H-indazole-5-carboxamido)-9-(5,6,7,8-tetrahydro-1,8-naphthyridin-2-yl)nonanoic acid